CC(C)(C)OC(=O)N1NN(N=C1)N (3S)-3-aminotetrazole-1-carboxylic acid-2-methylpropan-2-yl ester